COC=1C(=CC(=C(C1)B(O)O)C)C (5-methoxy-2,4-dimethyl-phenyl)boronic acid